ClC(=O)OCC1C2=CC=CC=C2C=2C=CC=CC12 (9H-Fluoren-9-yl)methyl chloroformate